ClC1=CC(=NC=C1C(=O)NCC1=NC=CC=C1)Cl 4,6-dichloro-N-(pyridin-2-ylmethyl)nicotinamide